N-cyclohexyl-2-methyl-6-({[2-(trifluoromethyl)phenyl]carbonyl}amino)-1H-benzoimidazole-4-carboxamide C1(CCCCC1)NC(=O)C1=CC(=CC=2NC(=NC21)C)NC(=O)C2=C(C=CC=C2)C(F)(F)F